C(C#CC)(=O)N1[C@@H](C[C@H](CC1)N1C=NC=2C(=NC=3C(=C(C(=CC3C21)Cl)C2=C1C=NNC1=CC(=C2C)Cl)F)N2CC(C2)N(C)C)CC#N 2-((2S,4S)-1-(but-2-ynoyl)-4-(8-chloro-7-(6-chloro-5-methyl-1H-indazol-4-yl)-4-(3-(dimethylamino)azetidin-1-yl)-6-fluoro-1H-imidazo[4,5-c]quinolin-1-yl)piperidin-2-yl)acetonitrile